C[C@]12CC[C@@H]3[C@H]4CCC=CC4=CC=C3C1=CC=C2 estrapentaene